3-chloro-4-(5-chloro-2-(4-(trifluoromethyl)-1H-1,2,3-triazol-1-yl)phenyl)-pyridin ClC=1C=NC=CC1C1=C(C=CC(=C1)Cl)N1N=NC(=C1)C(F)(F)F